1-Ethyl-3-methylimidazoliumdinitrile C(C)N1C([N+](C=C1)(C#N)C)C#N